(3-((5-((4-(3-((2-((1S)-1-((tetrahydro-2H-pyran-2-yl)oxy)ethyl)-1H-imidazol-1-yl)methyl)isoxazol-5-yl)phenyl)ethynyl)pyridin-2-yl)methyl)-3-azabicyclo[3.1.0]hexan-6-yl)methanol O1C(CCCC1)O[C@@H](C)C=1N(C=CN1)CC1=NOC(=C1)C1=CC=C(C=C1)C#CC=1C=CC(=NC1)CN1CC2C(C2C1)CO